The molecule is a ketimine consisting of hexane carring five hydroxy substituents at positions 1, 2, 3, 4 and 6 as well as the imino group at position 5. It is a ketimine and a pentol. It derives from a hydride of a hexane. C(C(C(C(C(=N)CO)O)O)O)O